CO[C@@H]1C[C@H](NC1)C(=O)O (2S,4R)-4-Methyloxy-pyrrolidine-2-carboxylic acid